ClC=1N=C(C2=C(N1)N(C=C2)[C@H]2[C@H]([C@@H]1O[Si](O[Si](OC[C@H]1O2)(C(C)C)C(C)C)(C(C)C)C(C)C)F)NC(CCCCCCC\C=C/CCCCCCCC)=O N-(2-CHLORO-7-((6AR,8R,9S,9AR)-9-FLUORO-2,2,4,4-TETRAISOPROPYLTETRAHYDRO-6H-FURO[3,2-F][1,3,5,2,4]TRIOXADISILOCIN-8-YL)-7H-PYRROLO[2,3-D]PYRIMIDIN-4-YL)OLEAMIDE